CC1=CC=C(C=2C(=CNC12)CCN(CCC)C)O 7-methyl-3-(2-(methyl-(propyl)amino)ethyl)-1H-indol-4-ol